COCC(COC1=CC(=C(C=C1)C)C(NC1(CC1)C1=CC=CC2=CC=CC=C12)=O)NC(OC(C)(C)C)=O tert-butyl (1-methoxy-3-(4-methyl-3-((1-(naphthalen-1-yl)cyclopropyl) carbamoyl)phenoxy)propan-2-yl)carbamate